O=C1NC(CCC1N1C(C2=CC=CC(=C2C1=O)OCCCCCN1CCN(CC1)C1=NC=C(C=C1)NNC1=NN2C(C=N1)=CC=C2C#CC2=CC(=CC=C2)OC)=O)=O 2-(2,6-dioxopiperidin-3-yl)-4-((5-(4-(5-((7-((3-methoxyphenyl)ethynyl)pyrrolo[2,1-f][1,2,4]triazin-2-yl)amino)aminopyridin-2-yl)piperazin-1-yl)pentyl)oxy)isoindolin-1,3-dione